4-(2-(dimethylamino)ethoxy)-6-(1-(1-(3-fluoro-1-propionylazetidine-3-carbonyl)piperidin-4-yl)-5-methyl-1H-1,2,3-triazol-4-yl)pyrazolo[1,5-a]pyridine-3-carbonitrile CN(CCOC=1C=2N(C=C(C1)C=1N=NN(C1C)C1CCN(CC1)C(=O)C1(CN(C1)C(CC)=O)F)N=CC2C#N)C